(E)-4-methyl-N-((2-(4-(Trifluoromethyl)styryl)oxazol-4-yl)methyl)aniline CC1=CC=C(NCC=2N=C(OC2)\C=C\C2=CC=C(C=C2)C(F)(F)F)C=C1